(3R,4S)-3,4-dicyclohexyltetrahydrofuran-3,4-diol C1(CCCCC1)[C@]1(COC[C@@]1(O)C1CCCCC1)O